allenyl alcohol C(=C=C)O